C(C)OC(=O)CNC(=O)C1CC(CCC1C(C)C)C N-([ethoxycarbonyl]methyl)-p-menthane-3-carboxamide